CO[C@H]1CN(CC[C@@H]1N)C=1N=CC=2CN(C[C@@H](C2C1)C)C1=C2C(=NC(=C1)C)N(N=C2)C (3S,4S)-3-methoxy-1-[(5R)-7-(1,6-dimethylpyrazolo[3,4-b]pyridin-4-yl)-5-methyl-6,8-dihydro-5H-2,7-naphthyridin-3-yl]piperidin-4-amine